FC1=CC=C2[C@@H]([C@H](COC2=C1)N1CC(C1)F)NC=1C=2C=C(N(C2C=CC1)COCC[Si](C)(C)C)C(F)(F)F N-((3R,4S)-7-fluoro-3-(3-fluoroazetidin-1-yl)chroman-4-yl)-2-(trifluoromethyl)-1-((2-(trimethylsilyl)ethoxy)methyl)-1H-indol-4-amine